BrC1=CC(=C(S1)C(Br)Br)C(=O)OC methyl 5-bromo-2-(dibromomethyl)thiophene-3-carboxylate